(1S,8S,Z)-8-[[(1R)-1-phenylethyl]amino]cycloocta-4-en-1-ol tetramethyl-6-iodo-9H-carbazole-1,2,3,4-tetracarboxylate CN1C2=C(C(=C(C(=C2C=2C(=C(C(=C(C12)C(=O)O)C(=O)O)C(=O)O)C(=O)O)C)I)C)C.C1(=CC=CC=C1)[C@@H](C)N[C@H]1CC\C=C/CC[C@@H]1O